CS(=O)(=O)N1CCC(CC1)N 1-methanesulfonylpiperidin-4-amine